(R)-(3,3-difluorocyclobutyl)(6-(2-methyl-2H-pyrazolo[3,4-b]pyridin-5-yl)-1-benzothiophen-2-yl)methanol FC1(CC(C1)[C@@H](O)C=1SC2=C(C1)C=CC(=C2)C2=CC=1C(N=C2)=NN(C1)C)F